ethanolamine monostearate C(CCCCCCCCCCCCCCCCC)(=O)OCCN